1-((6-cyano-5-(trifluoromethyl)pyridin-3-yl)amino)-2-methyl-1-oxopropane C(#N)C1=C(C=C(C=N1)NC(C(C)C)=O)C(F)(F)F